disuccinimidyl glutarate sodium [Na].C(CCCC(=O)ON1C(CCC1=O)=O)(=O)ON1C(CCC1=O)=O